1-[4-(1-fluorocyclopropyl)pyridin-2-yl]-N-(6-methoxy-1-methylindazol-7-yl)-N-{[2-(trimethylsilyl)ethoxy]methyl}pyrazole-4-sulfonamide FC1(CC1)C1=CC(=NC=C1)N1N=CC(=C1)S(=O)(=O)N(COCC[Si](C)(C)C)C=1C(=CC=C2C=NN(C12)C)OC